OC(C(=O)C1=CC=C(C=C1)CC1=CC=C(C=C1)C(C(C)(C)O)=O)(C)C 2-hydroxy-1-{4-[4-(2-hydroxy-2-methylpropionyl)-benzyl]phenyl}-2-methylpropan-1-one